C(C1=CC=CC=C1)(=O)N1C(CC[C@@H](C1)O[Si](C)(C)C(C)(C)C)(C(=O)OCC)C(=O)OCC diethyl (5S)-1-benzoyl-5-t-butyldimethylsilyloxy-piperidine-2,2-dicarboxylate